FC1(CN(CCC12CCN(CC2)C2=C(C(=CC=C2)C(=O)OC)NC)C(=O)OCC2=CC=CC=C2)F 3-Benzyl 5,5-difluoro-9-[3-methoxycarbonyl-2-(methylamino)phenyl]-3,9-diazaspiro[5.5]undecane-3-carboxylate